[N+](=[N-])=CC(CC[C@@H](C(=O)OCC#N)NC([C@@H](C)OC)=O)=O cyanomethyl (S)-6-diazo-2-((R)-2-methoxypropanamido)-5-oxohexanoate